OC(CON1C(CC(CC1(C)C)OC(CCCCCCCCC(=O)OC1CC(N(C(C1)(C)C)OCC(C)(C)O)(C)C)=O)(C)C)(C)C sebacic acid bis(1-(2-hydroxy-2-methylpropoxy)-2,2,6,6-tetramethylpiperidin-4-yl) ester